COC1=C(C=CC(=C1)S(=O)(=O)N1CCC(CC1)N1CCOCC1)NC=1N=C(C2=C(N1)NC=C2C(F)(F)F)NCCC N2-(2-methoxy-4-((4-morpholinopiperidin-1-yl)sulfonyl)phenyl)-N4-propyl-5-(trifluoromethyl)-7H-pyrrolo[2,3-d]pyrimidine-2,4-diamine